COC1=NN(C=C1C(=O)NC1=NC(=CC=C1)C=1N2C(=NN1)CC[C@H]2C)C2=NC=CN=C2 (R)-3-methoxy-N-(6-(5-methyl-6,7-dihydro-5H-pyrrolo[2,1-c][1,2,4]triazol-3-yl)pyridin-2-yl)-1-(pyrazin-2-yl)-1H-pyrazole-4-carboxamide